FC1=CC=C2C(=CNC(C2=C1F)=O)[C@@H](C)N(C(=O)C=1C=C2C(=CC=CN2C1)F)C (R)-N-(1-(7,8-difluoro-1-oxo-1,2-dihydroisoquinolin-4-yl)ethyl)-8-fluoro-N-methylindolizine-2-carboxamide